C(C)N1C(NC2=CC(=CC(=C2C1=O)C)CN1CCN(CC1)C=1C=CC(=NC1Cl)C(=O)NC)=O 5-(4-((3-ethyl-5-methyl-2,4-dioxo-1,2,3,4-tetrahydroquinazolin-7-yl)methyl)piperazin-1-yl)-6-chloro-N-methylpyridinecarboxamide